[Br-].C(CCCCC)[N+](CCCCCC)(CCCCCC)CCCCCC tetra-normal hexylammonium bromide